3-(7-fluoro-5-methyl-1-tosyl-1H-indol-4-yl)cyclobutan-1-ol FC=1C=C(C(=C2C=CN(C12)S(=O)(=O)C1=CC=C(C)C=C1)C1CC(C1)O)C